FC(N1C(=O)C(=O)C2=CC=CC=C12)(F)F N-trifluoromethyl-isatin